N-phenyl-3-aminopropyl-trimethoxysilane (2R,3R,4S,5R,6R)-2-(acetoxymethyl)-6-bromotetrahydro-2H-pyran-3,4,5-triyl-triacetate C(C)(=O)OC[C@@H]1O[C@@H]([C@@H]([C@H]([C@H]1CC(=O)O)CC(=O)O)CC(=O)O)Br.C1(=CC=CC=C1)NCCC[Si](OC)(OC)OC